tetracarbonyl-(1,5-cyclooctadienyl)tungsten (0) C(=O)=[W-](C1=CCCC=CCC1)(=C=O)(=C=O)=C=O